C(=O)(O)C(CNC=1SC(=C(N1)C1=CC(=C(C=C1)Cl)Cl)C(=O)O)CC1=CC=CC=C1 2-(2-carboxy-3-phenylpropylamino)-4-(3,4-dichlorophenyl)thiazole-5-carboxylic acid